4-(5-Isopropyl-2H-tetrazol-2-yl)pyridin-2-amine C(C)(C)C=1N=NN(N1)C1=CC(=NC=C1)N